C1(CC1)CC(=O)N1[C@H]2CC(C[C@@H]1CCC2)N(C)C2=NC(=CC(=N2)C=2COCC2)NC2=NNC(=C2)C 2-cyclopropyl-1-((1R,3s,5S)-3-((4-(2,5-dihydrofuran-3-yl)-6-((5-methyl-1H-pyrazol-3-yl)amino)pyrimidin-2-yl)(methyl)amino)-9-azabicyclo[3.3.1]nonan-9-yl)ethan-1-one